ON1C(C=CC=C1)=S 1-hydroxypyridine-2(1H)-thione